N-hydroxy-N-(4-(pyridin-4-ylamino)benzyl)adamantane-1-carboxamide ON(C(=O)C12CC3CC(CC(C1)C3)C2)CC2=CC=C(C=C2)NC2=CC=NC=C2